6-(6-methylpyridin-2-yl)-5-(4-(trifluoromethyl)phenyl)-2,3-dihydro-1H-imidazo[1,2-a]imidazole CC1=CC=CC(=N1)C=1N=C2N(CCN2)C1C1=CC=C(C=C1)C(F)(F)F